6-bromo-7-fluoro-5-((4-fluoro-3-methoxyphenyl)amino)-1H-indazol-1-carboxylic acid benzyl ester C(C1=CC=CC=C1)OC(=O)N1N=CC2=CC(=C(C(=C12)F)Br)NC1=CC(=C(C=C1)F)OC